ClC1=NC=C(C(=N1)NC1C(C1)F)C(F)(F)F 2-chloro-N-(2-fluorocyclopropyl)-5-(trifluoromethyl)pyrimidin-4-amine